C12C3C4CC5C3C2C(C5C4C1=O)=O pentacyclo(5.4.0.0(2,6).0(3,10).0(5,9))-undecane-8,11-dione